NC1=CC=C2C3=C1C(N(C3=CC=C2)CC)=O amino-1-ethylbenzo[cd]indol-2(1H)-one